CN1CC(CCC1)N 1-methyl-piperidine-3-amine